NC=1C(=C(C=C2C=CN=CC12)C1=C(C(=CC=C1)N)C)F 8-amino-6-(3-amino-2-methylphenyl)-7-fluoroisoquinolin